C(C#C)C1N(CCN(C1)C1=NC=CN=C1NC1=CC=C(C=C1)C(F)(F)F)C(C=C)=O 1-(2-(prop-2-yn-1-yl)-4-(3-((4-(trifluoromethyl)phenyl)amino)pyrazin-2-yl)piperazin-1-yl)prop-2-en-1-one